(±)-4-[3-(4,5-dichloro-6-methoxy-1-methyl-1H-indole-2-amido)oxolan-3-yl]benzoic acid ClC1=C2C=C(N(C2=CC(=C1Cl)OC)C)C(=O)N[C@@]1(COCC1)C1=CC=C(C(=O)O)C=C1 |r|